8-p-menthanol C1(CCC(CC1)C(C)(C)O)C